pentamethyl-cyclopentadienyl-iridium chloride CC1=C(C(=C(C1([Ir](Cl)Cl)C)C)C)C